diethyl ether nickel thiocarbamate nickel dibutyldithiocarbamate C(CCC)N(C([S-])=S)CCCC.[Ni+2].C(N)([O-])=S.[Ni+2].C(C)OCC